ClC1=CC=C(C[C@@H]2N(C[C@@H](CC2)S(=O)(=O)C)C(=O)OC(C)(C)C)C=C1 tert-butyl (2R,5R)-2-(4-chlorobenzyl)-5-(methylsulfonyl)piperidine-1-carboxylate